5,6-dimethoxyindanone COC1=C(C=C2C(=C1)CCC2=O)OC